4-dimethylaminobutyric acid diiodo-methyl ester IC(I)OC(CCCN(C)C)=O